N-(6-amino-5-ethylpyridin-3-yl)-2-((2R,5S)-2-(3-((S)-2-(dimethylamino)propoxy)phenyl)-5-methylpiperidin-1-yl)-2-oxoacetamide NC1=C(C=C(C=N1)NC(C(=O)N1[C@H](CC[C@@H](C1)C)C1=CC(=CC=C1)OC[C@H](C)N(C)C)=O)CC